2,2'-azo-bis(2-amidinopropane) dihydrochloride Cl.Cl.N(=NC(C)(C)C(N)=N)C(C)(C)C(N)=N